CC1=NN(C(=C1)C)C=1C=CC(N(N1)CC1CN(C1)C1=NC=C(C=C1)C(F)(F)F)=O 6-(3,5-dimethylpyrazol-1-yl)-2-[[1-[5-(trifluoromethyl)pyridin-2-yl]azetidin-3-yl]methyl]pyridazin-3-one